[6-[(4-fluorotetrahydro-2H-pyran-4-yl)methoxy]-5-(trifluoromethyl)pyridin-3-yl]sulfonyl-2-(1H-pyrrolo[2,3-b]pyridin-5-yloxy)benzamide FC1(CCOCC1)COC1=C(C=C(C=N1)S(=O)(=O)C=1C(=C(C(=O)N)C=CC1)OC=1C=C2C(=NC1)NC=C2)C(F)(F)F